CC1(OB(OC1(C)C)C1=CC=C(C=C1)C(F)(F)F)C 4,4,5,5-tetramethyl-2-(4-(trifluoromethyl)phenyl)-1,3,2-dioxaborolan